[N+](=O)([O-])C(C(=O)O)CCCCCC(=O)O nitro-suberic acid